C12C(CC(C=C1)C2)CNC2=CC=CC=C2 ((bicyclo[2.2.1]hept-5-en-2-yl)methyl)aniline